N4-(2-(1H-indol-3-yl)ethyl)-N2-(3-(methylsulfonamido)phenyl)thiophene-2,4-dicarboxamide N1C=C(C2=CC=CC=C12)CCNC(=O)C=1C=C(SC1)C(=O)NC1=CC(=CC=C1)NS(=O)(=O)C